C1(=CC=C(C=C1)C(C)N)C(C)N 1,1'-(1,4-phenylene)bis(ethane-1-amine)